(R)-2-chloromethyl-1-methylpyrrolidine ClC[C@@H]1N(CCC1)C